5-(4-((4-((4-((3,4-dichloro-2-fluorophenyl)amino)-7-methoxyquinazolin-6-yl)oxy)cyclohexyl)methyl)piperazin-1-yl)-2-(2,6-dioxopiperidin-3-yl)isoindoline-1,3-dione ClC=1C(=C(C=CC1Cl)NC1=NC=NC2=CC(=C(C=C12)OC1CCC(CC1)CN1CCN(CC1)C=1C=C2C(N(C(C2=CC1)=O)C1C(NC(CC1)=O)=O)=O)OC)F